(2,5-dimethyl-6-phenyl-5H-pyrrolo[2,3-b]pyrazin-7-yl)(3-((o-tolyloxy)methyl)piperidin-1-yl)methanone CC=1N=C2C(=NC1)N(C(=C2C(=O)N2CC(CCC2)COC2=C(C=CC=C2)C)C2=CC=CC=C2)C